(2S)-2-[(2S)-2-aminopropionamido]-3-(4-methoxyphenyl)propionic acid methyl ester COC([C@H](CC1=CC=C(C=C1)OC)NC([C@H](C)N)=O)=O